1-((2-(bis(3-methoxybenzyl)amino)thiazol-4-yl)methyl)pyrrolidin-3-ol COC=1C=C(CN(C=2SC=C(N2)CN2CC(CC2)O)CC2=CC(=CC=C2)OC)C=CC1